C(C)(C)(C)OC(=O)N[C@@H](CC(=O)OCC=C)C(=O)NCCC1=CC(=NO1)C allyl (S)-3-((tert-butoxycarbonyl) amino)-4-((2-(3-methylisoxazol-5-yl) ethyl) amino)-4-oxobutanoate